COC(=O)C1CC(C1)N 3-aminocyclobutanecarboxylic acid methyl ester